methyl (2S)-2-[4-bromo-2-(1,1-difluoroethyl)phenoxy]propanoate BrC1=CC(=C(O[C@H](C(=O)OC)C)C=C1)C(C)(F)F